ClC1=CC=C(OCCC(C(=O)O)=C)C=C1.C(C)OCCOCCOCCC(C(=O)O)=C.CN(C1=C(C=C(C=C1)[N+](=O)[O-])CO)C (2-(dimethylamino)-5-nitrophenyl)methanol ethoxyethoxyethoxyethyl-acrylate 2-(p-chlorophenoxy)ethyl-acrylate